(S)-2-((6-bromo-4-(((tertbutyldiphenylsilyl)oxy)methyl)pyridin-2-yl)amino)butan-1-ol BrC1=CC(=CC(=N1)N[C@H](CO)CC)CO[Si](C1=CC=CC=C1)(C1=CC=CC=C1)C(C)(C)C